4-((4-((trifluoromethyl)sulfonyl)benzyl)oxy)benzamide FC(S(=O)(=O)C1=CC=C(COC2=CC=C(C(=O)N)C=C2)C=C1)(F)F